C(C)(C)(C)OC(CN(CC(=O)OC(C)(C)C)CCCN)=O [(3-amino-propyl)-tert-butoxycarbonylmethyl-amino]-acetic acid tert-butyl ester